palladium (I) phenethylamine chloride [Cl-].C(CC1=CC=CC=C1)N.[Pd+]